ethyl (1s,2s)-2-(3-(((s)-4-(5-(5-fluoro-2-methoxypyridin-4-yl)-1H-pyrazole-3-carbonyl)-4-azaspiro[2.5]octane-7-carboxamido)methyl)pyrazin-2-yl)cyclopropane-1-carboxylate FC=1C(=CC(=NC1)OC)C1=CC(=NN1)C(=O)N1C2(CC2)C[C@H](CC1)C(=O)NCC=1C(=NC=CN1)[C@@H]1[C@H](C1)C(=O)OCC